N,N-dimethyl-azetidine-3-carboxamide hydrochloride Cl.CN(C(=O)C1CNC1)C